Pyrenediamine C=1(C(=CC2=CC=C3C=CC=C4C=CC1C2=C34)N)N